3-((3-(4-(4-(quinoxalin-2-yl)-1H-pyrazol-1-yl)piperidin-1-yl)phenyl)amino)cyclohexan-1-one ethyl-2-cyano-3,3-DIPHENYLACRYLATE C(C)OC(C(=C(C1=CC=CC=C1)C1=CC=CC=C1)C#N)=O.N1=C(C=NC2=CC=CC=C12)C=1C=NN(C1)C1CCN(CC1)C=1C=C(C=CC1)NC1CC(CCC1)=O